C(C=1C(C(=O)OCCCCCCCC)=CC=CC1)(=O)OCCCCCCCC bis(1-octyl) phthalate